1,4-dimethyl-2-butyl-imidazole tert-butyl-N-(3-{[(2R)-1-({6-aminoimidazo[1,2-a]pyridin-8-yl}methoxy)propan-2-yl]carbamoyl}-6-chloroimidazo[1,2-b]pyridazin-8-yl)-N-methylcarbamate C(C)(C)(C)OC(N(C)C=1C=2N(N=C(C1)Cl)C(=CN2)C(N[C@@H](COCC=2C=1N(C=C(C2)N)C=CN1)C)=O)=O.CN1C(=NC(=C1)C)CCCC